ClC1=CC=C2C(=C(N(C2=C1)OC)C=1OC=NN1)C=O 6-chloro-1-methoxy-2-(1,3,4-oxadiazol-2-yl)-1H-indole-3-carbaldehyde